C(C)N1C[C@H](CC1=O)NC(C1=C(C=CC=C1)C)=O N-((S)-1-ethyl-5-oxopyrrolidin-3-yl)-2-methylbenzamide